3-[2-(1-chlorocyclopropyl)-3-(3-chloro-2-fluorophenyl)-2-hydroxy-propyl]imidazole-4-carbonitrile ClC1(CC1)C(CN1C=NC=C1C#N)(CC1=C(C(=CC=C1)Cl)F)O